C([N+](C)(C)C)[N+](C)(C)C methylenebis(trimethylammonium)